2-(6-amino-5-[3,8-diazabicyclo[3.2.1]octane-3-yl]pyridazin-3-yl)phenol NC1=C(C=C(N=N1)C1=C(C=CC=C1)O)N1CC2CCC(C1)N2